3-{4-[(2-amino-4-pyrimidinyl)oxy]-3-ethyl-2-methylphenyl}-4-hydroxy-1-[5-(trifluoromethyl)-3-pyridinyl]-2-imidazolidinone NC1=NC=CC(=N1)OC1=C(C(=C(C=C1)N1C(N(CC1O)C=1C=NC=C(C1)C(F)(F)F)=O)C)CC